FC(S(=O)(=O)OC=1CCOC(C1)C1=CN(C(C=C1)=O)C(F)(F)F)(F)F [6-[6-oxo-1-(trifluoromethyl)-3-pyridyl]-3,6-dihydro-2H-pyran-4-yl] trifluoromethanesulfonate